COC(=O)C1=CC=2C=3C(C(=NC2C=C1)Cl)=NSN3 4-chloro-[1,2,5]thiadiazolo[3,4-C]quinoline-8-carboxylic acid methyl ester